2-(1-(4-methoxybenzyl)-2-(trifluoromethyl)-1H-imidazol-4-yl)-2-oxoethyl (3S,8aR)-7-(6-amino-3-chloro-2-fluorophenyl)-5-oxo-1,2,3,5,8,8a-hexahydroindolizine-3-carboxylate NC1=CC=C(C(=C1C1=CC(N2[C@@H](CC[C@@H]2C1)C(=O)OCC(=O)C=1N=C(N(C1)CC1=CC=C(C=C1)OC)C(F)(F)F)=O)F)Cl